C(C)(C)(C)OC(N([C@H](C=O)C)C)=O.N1C(=NC2=NC=NC2=C1CC(=O)N)CC(=O)N (1H-purine-2,6-diyl)diacetamide tert-butyl-(S)-methyl(1-oxopropan-2-yl)carbamate